NC1=C2C(=NC=N1)N(N=C2C#CC=2C(=CC1=C(N=C(S1)C)C2)F)[C@@H]2CN(CC2)C(C=C)=O (S)-1-(3-(4-amino-3-((6-fluoro-2-methylbenzo[d]thiazol-5-yl)ethynyl)-1H-pyrazolo[3,4-d]pyrimidin-1-yl)pyrrolidin-1-yl)prop-2-en-1-one